COC(CNC(=O)NC=1N(N=C2C1[C@@H](N(CC2)C(=O)OC(C)(C)C)C)C2=CC(=C(C=C2)F)C)OC tert-Butyl (4S)-3-(2,2-dimethoxyethylcarbamoylamino)-2-(4-fluoro-3-methylphenyl)-4-methyl-6,7-dihydro-4H-pyrazolo[4,3-c]pyridine-5-carboxylate